ClC=1C=CC(=C(C1)C1=CC=2N=NC=C(C2N=C1)NCC1=C(C=C(C=C1)OC)OC)OC 7-(5-chloro-2-methoxyphenyl)-N-[(2,4-dimethoxyphenyl)methyl]Pyrido[3,2-c]Pyridazin-4-amine